(3S)-3-(2',6'-dichloro-4-fluoro-4',5-dimethyl-[1,1'-biphenyl]-3-yl)-3-(2-(5-(2-(dimethylamino)ethyl)-2-oxo-4-(trifluoromethyl)pyridin-1(2H)-yl)-4-methylpentanamido)propanoic acid ClC1=C(C(=CC(=C1)C)Cl)C1=CC(=C(C(=C1)C)F)[C@H](CC(=O)O)NC(C(CC(C)C)N1C(C=C(C(=C1)CCN(C)C)C(F)(F)F)=O)=O